N-(3-cyclopropylphenyl)-2-(4-(3-fluoro-5-methoxy-4-((4-trityl-4H-1,2,4-triazol-3-yl)methoxy)phenyl)-3-methyl-2-oxo-6-(trifluoromethyl)-2,3-dihydro-1H-benzo[d]imidazol-1-yl)acetamide C1(CC1)C=1C=C(C=CC1)NC(CN1C(N(C2=C1C=C(C=C2C2=CC(=C(C(=C2)OC)OCC2=NN=CN2C(C2=CC=CC=C2)(C2=CC=CC=C2)C2=CC=CC=C2)F)C(F)(F)F)C)=O)=O